N(=[N+]=[N-])[C@H]1C[C@@H](CC1)O (1R,3R)-3-azidocyclopentan-1-ol